1-bromo-2-(ethoxymethoxy)-4-ethynylbenzene BrC1=C(C=C(C=C1)C#C)OCOCC